FC(C)(F)C1(CC1)C#CC1=NC=CC=2N(CCOCC21)C2=NC=1N(C3=CC=CC(=C23)F)C(=NN1)C 6-((1-(1,1-difluoroethyl)cyclopropyl)ethynyl)-1-(6-fluoro-1-methyl-[1,2,4]triazolo[4,3-a]quinazolin-5-yl)-1,2,3,5-tetrahydropyrido[4,3-e][1,4]oxazepine